tert-butyl (3s,4r)-4-((4-(3-(2,6-bis(benzyloxy) pyridin-3-yl)-1-methyl-1H-indazol-6-yl) piperazin-1-yl) methyl)-3-methylpiperidine-1-carboxylate C(C1=CC=CC=C1)OC1=NC(=CC=C1C1=NN(C2=CC(=CC=C12)N1CCN(CC1)C[C@H]1[C@@H](CN(CC1)C(=O)OC(C)(C)C)C)C)OCC1=CC=CC=C1